BrC=1C(=NN(C1)C)C(=O)N1C[C@@H](N(CC1)CC(=O)C1=CC=C(C=C1)F)C 2-[(S)-4-(4-Bromo-1-methyl-1H-pyrazole-3-carbonyl)-2-methyl-piperazin-1-yl]-1-(4-fluoro-phenyl)-ethanone